C(C)(C)(C)[Mg]I tertiary butyl-magnesium iodide